CN(C1=C(C=C(C=C1)/C=C/C(=O)C1=CC=C(C=C1)O)[N+](=O)[O-])C (E)-3-[4-(Dimethylamino)-3-nitrophenyl]-1-(4-hydroxyphenyl)prop-2-en-1-one